S1(C2=C(OC3(CN1)CC3)N=CC=C2)(=O)=O 2',3'-dihydrospiro[cyclopropane-1,4'-pyrido[2,3-b][1,4,5]oxathiazepine] 1',1'-dioxide